C(C1=CC=CC=C1)OC(=O)N[C@H](CN(C(OCC1=CC=CC=C1)=O)[C@@H](C)C=C)[C@H](C=C)C benzyl ((2S,3S)-2-(((benzyloxy)carbonyl)amino)-3-methylpent-4-en-1-yl)((S)-but-3-en-2-yl)carbamate